trans-(2E)-4-(dimethylamino)-N-(2-hydroxyethyl)-N-[3-[(6-(4-hydroxyphenyl)-1H-indazol-4-yl)oxy]cyclobutyl]but-2-enamide CN(C/C=C/C(=O)N([C@@H]1C[C@H](C1)OC1=C2C=NNC2=CC(=C1)C1=CC=C(C=C1)O)CCO)C